FC=1C=C(C=CC1OCCN1CCCC1)C1(NN(C(=N1)N)C1=NC2=CC=CC=C2N=C1)N 3-(3-fluoro-4-(2-(pyrrolidin-1-yl)ethoxy)phenyl)-1-(quinoxalin-2-yl)-1H-1,2,4-triazole-3,5-diamine